2-ethyl-1,6-hexanediamine C(C)C(CN)CCCCN